CO[Si](C=C[SiH2]C(N(C)C)N(C)C)(OC)OC 1-trimethoxysilyl-2-bis(dimethylamino)methylsilylethylene